(2R,3R,4R,5S)-2-(hydroxymethyl)-1-(((R)-1-(4-(trifluoromethyl)pyridin-2-yl)pyrrolidin-3-yl)methyl)piperidine-3,4,5-triol OC[C@H]1N(C[C@@H]([C@H]([C@@H]1O)O)O)C[C@@H]1CN(CC1)C1=NC=CC(=C1)C(F)(F)F